NC=1C(=CC(=C(C1)NC1=NC=C(C(=N1)N1CC(C2=NC(=CC=C21)C#CC)(C)C)C(=O)OC(C)C)OC)N2CCN(CC2)C isopropyl 2-((5-amino-2-methoxy-4-(4-methylpiperazin-1-yl)phenyl) amino)-4-(3,3-dimethyl-5-(prop-1-yn-1-yl)-2,3-dihydro-1H-pyrrolo[3,2-b]pyridin-1-yl)pyrimidine-5-carboxylate